2-(3-fluoro-4-nitrophenyl)-N-methyl-N-(2,2,2-trifluoroethyl)propanamide FC=1C=C(C=CC1[N+](=O)[O-])C(C(=O)N(CC(F)(F)F)C)C